BrC=1C=C(C=C(C1)NS(=O)(=O)C)NC(=O)C=1C=NN(C1)C1=C(C=CC(=C1)C#N)C N-(3-bromo-5-(methylsulfonamido)phenyl)-1-(5-cyano-2-methylphenyl)-1H-pyrazole-4-carboxamide